C(C=C)OCCOCC(COCCOCCOCCN=[N+]=[N-])(COCCOCCOCCN=[N+]=[N-])C 11-((2-(allyloxy)ethoxy)methyl)-1,21-diazido-11-methyl-3,6,9,13,16,19-hexaoxaheneicosane